tert-butyl 2-{[7-oxo-6-(propan-2-yl)-4H,5H,6H,7H,8H-pyrazolo[1,5-d][1,4]diazepin-2-yl]amino}-5H,6H,7H,8H-pyrido[3,4-d]pyrimidine-7-carboxylate O=C1N(CCC=2N(C1)N=C(C2)NC=2N=CC1=C(N2)CN(CC1)C(=O)OC(C)(C)C)C(C)C